(2R,4R)-2-(5-(-)-cyclopropyl-1-((R)-1,1-dimethylethylsulfinamido)-1-(2-methylpyridin-4-yl) propyl)-4-methoxypyrrolidine-1-carboxylate C1(CC1)C=1C(=CC(=NC1)C)C(CC)(N[S@](=O)C(C)(C)C)[C@@H]1N(C[C@@H](C1)OC)C(=O)[O-]